O1CCC(CC1)N1C2=C(C=CC1=O)NC=C2 4-(tetrahydro-2H-pyran-4-yl)-1,4-dihydro-5H-pyrrolo[3,2-b]pyridin-5-one